CC#N METHYL CYANIDE